FC1=NC(=C2N=CN(C2=N1)C1OCCCC1)NC(C)C=1N(C(C2=C(C=CC=C2C1)C)=O)C1=CC=CC=C1 3-(1-(2-Fluoro-9-(tetrahydro-2H-pyran-2-yl)-9H-purin-6-ylamino)ethyl)-8-methyl-2-phenylisoquinoline-1(2H)-one